NC1=CC=CC(=N1)C1=NC(=CC=C1)N 6,6'-diamino-2,2'-bipyridine